BrC1=CC=C(C=C1)C[C@@H](C(=O)O)NC(=O)C=1SC(=CC1)C(C)(C)C (2S)-3-(4-bromophenyl)-2-[(5-tert-butylthiophene-2-carbonyl)amino]propanoic acid